3-(difluoromethoxy)-6-methylpyridazine FC(OC=1N=NC(=CC1)C)F